C(C)(C)NC(O[C@@H]1CO[C@@H](C1)C1=CC(=NN1)NC1=CC=CC2=C1CNS2(=O)=O)=O |r| Racemic-cis-5-(3-((1,1-dioxido-2,3-dihydrobenzo[d]isothiazol-4-yl)amino)-1H-pyrazol-5-yl)tetrahydrofuran-3-yl isopropylcarbamate